OC1=CC=C2NC=C(CCNCC)C2=C1 5-hydroxy-N-ethyltryptamine